4'-Cyclopropyl-5,6'-dimethoxy-N-(2-methoxy-4-(5-methyl-3-(trifluoromethyl)-1H-pyrazol-1-yl)benzyl)-[2,5'-bipyrimidin]-4-amine C1(CC1)C1=NC=NC(=C1C1=NC=C(C(=N1)NCC1=C(C=C(C=C1)N1N=C(C=C1C)C(F)(F)F)OC)OC)OC